N(C(C(=O)O)(O)C(O)C(=O)O)C(C(=O)O)(O)C(O)C(=O)O iminoditartaric acid